2-methyl-4-nitro-1H-indole CC=1NC2=CC=CC(=C2C1)[N+](=O)[O-]